tert-butyl 4-(3-(4-fluorophenyl)-3-oxopropanoyl)piperidine-1-carboxylate FC1=CC=C(C=C1)C(CC(=O)C1CCN(CC1)C(=O)OC(C)(C)C)=O